3-(trifluoromethyl)benzyl-6-(2,6-dichloro-4-nitrophenoxy)-3,4-dihydroisoquinolin-1(2H)-one FC(C=1C=C(CN2C(C3=CC=C(C=C3CC2)OC2=C(C=C(C=C2Cl)[N+](=O)[O-])Cl)=O)C=CC1)(F)F